FC=1C=C(C(=NC1)OC([2H])([2H])[2H])B1OC(C(O1)(C)C)(C)C 5-fluoro-2-(methoxy-d3)-3-(4,4,5,5-tetramethyl-1,3,2-dioxaborolan-2-yl)pyridine